9-(4-((1-(3-fluoropropyl)azetidin-3-yl)methyl)phenyl)-8-(4-methylpyridin-3-yl)-6,7-dihydro-5H-benzo[7]annulene-3-carboxylic acid FCCCN1CC(C1)CC1=CC=C(C=C1)C1=C(CCCC2=C1C=CC(=C2)C(=O)O)C=2C=NC=CC2C